5',6'-bis(4-(9H-carbazol-9-yl)phenyl)-4,4''-di(9H-carbazol-9-yl)-4'-(pyridin-4-yl)-[1,1':2',1''-terphenyl]-3'-carbonitrile C1=CC=CC=2C3=CC=CC=C3N(C12)C1=CC=C(C=C1)C=1C(=C(C(=C(C1C1=CC=C(C=C1)N1C2=CC=CC=C2C=2C=CC=CC12)C1=CC=C(C=C1)N1C2=CC=CC=C2C=2C=CC=CC12)C1=CC=C(C=C1)N1C2=CC=CC=C2C=2C=CC=CC12)C#N)C1=CC=NC=C1